methyl 3-((4-fluoro-3-methoxyphenyl)amino)-2-(4-(4-(trifluoromethoxy)phenoxy)phenyl)but-2-enoate FC1=C(C=C(C=C1)NC(=C(C(=O)OC)C1=CC=C(C=C1)OC1=CC=C(C=C1)OC(F)(F)F)C)OC